COC1=CC=C(CN2N=C3C(C(NC=C3)=O)=C2)C=C1 2-(4-methoxybenzyl)-2,5-dihydro-4H-pyrazolo[4,3-c]pyridin-4-one